C(C)(C)(C)OC(NCCC1=CC=C(C=C1)OCCOC)=O 4-(2-methoxyethoxy)phenethylcarbamic acid tert-butyl ester